2-(Dimethylamino)-1-(2-(2-(2,6-dimethylpyridin-4-yl)-3-isopropyl-1H-indol-5-yl)morpholino)ethan-1-on CN(CC(=O)N1CC(OCC1)C=1C=C2C(=C(NC2=CC1)C1=CC(=NC(=C1)C)C)C(C)C)C